(E)-Di-tert-butyl ((3-(2-(thiophen-2-yl)vinyl)-1H-pyrazol-1-yl)methyl) phosphate P(=O)(OC(C)(C)C)(OC(C)(C)C)OCN1N=C(C=C1)C=CC=1SC=CC1